CN1C=NC=C1CNC([O-])=O (1-methyl-1H-imidazol-5-yl)methylcarbamate